(3S,4S)-4-{[5-(2,4-difluoro-phenyl)-isoxazole-3-carbonyl]-amino}-1-ethyl-piperidine-3-carboxylic acid methyl ester COC(=O)[C@H]1CN(CC[C@@H]1NC(=O)C1=NOC(=C1)C1=C(C=C(C=C1)F)F)CC